N-(3-(quinoxaline-6-carbonyl)phenyl)-3-(trifluoromethyl)benzamide N1=CC=NC2=CC(=CC=C12)C(=O)C=1C=C(C=CC1)NC(C1=CC(=CC=C1)C(F)(F)F)=O